C(CCCCCCCCCCCCCCCCCCCCC)OC(CCCCCC)=O.C(C(C)C)N1N=CC2=CC=C(C=C12)C=1C2=C(NN1)C1=C(C2)SC(=C1)C1=CC=C(CN2CCOCC2)C=C1 4-(4-(3-(1-isobutyl-1H-indazol-6-yl)-1,4-dihydrothieno[2',3':4,5]cyclopenta[1,2-c]pyrazol-6-yl)benzyl)morpholine n-docosyl-heptanoate